C1(=CC=CC=2[Se]C3=C(C21)C=CC=C3)C3=C2C(=CC=C3)N=C3C=CC1=C4C=CC=CC4=NC1=C32 (dibenzoselenophenyl)indolocarbazole